ethyl 2-[2-butyl-4-(trifluoromethyl)imidazol-1-yl]-2-(5-fluoropyrimidin-2-yl)acetate C(CCC)C=1N(C=C(N1)C(F)(F)F)C(C(=O)OCC)C1=NC=C(C=N1)F